C(#N)C=1C(=NC=CC1)N[C@@H](C)C(=O)O m-cyanopyridylalanine